C=1N=CN2C1C1=CC=CC=C1[C@@H]2C2(CCC(CC2)(C)C)O (R)-1-(5H-imidazo[5,1-a]isoindol-5-yl)-4,4-dimethylcyclohexan-1-ol